Cl.NC1CC(C1)C(=O)N1CCN(CC1)C=1N=CC(=C2C1NC=C2)C(F)(F)F ((1R,3R)-3-aminocyclobutyl)(4-(4-(trifluoromethyl)-1H-pyrrolo[2,3-c]pyridin-7-yl)piperazine-1-yl)methanone hydrochloride